N1C(=NC2=C1C=CC=C2)C2=C(C=O)C=CC=C2 (1H-benzimidazole-2-yl)benzaldehyde